FC(CC1C2=C(C(N(C1)C)=O)C=C(N2)C2=CC(=NC=C2)NC(C(CC(F)F)C2=CC=C(C=C2)F)=O)F N-{4-[7-(2,2-difluoroethyl)-5-methyl-4-oxo-4,5,6,7-tetrahydro-1H-pyrrolo[3,2-c]pyridin-2-yl]pyridin-2-yl}-4,4-difluoro-2-(4-fluorophenyl)butanamide